N1=CC=C(C=C1)N1N=C(N=C1)S 4-pyridyl-1H-1,2,4-triazole-3-thiol